3-[(Benzo[d][1,3]dioxolan-4-yl)-oxy]-3-(3-fluorophenyl)-N-methylpropylamine O1COC2=C1C=CC=C2OC(CCNC)C2=CC(=CC=C2)F